C(C)OC(=O)C1=C(NC(=C1)S(N[C@@H]1COC2=CC(=C(C=C2[C@@H]1O)Cl)F)(=O)=O)C.CC=1C=C(C=CC1O)C1(CCCCC1)C1=CC(=C(C=C1)O)C 2,2-bis(3-methyl-4-hydroxyphenyl)cyclohexane Ethyl-5-(N-((3R,4S)-6-chloro-7-fluoro-4-hydroxychroman-3-yl)sulfamoyl)-2-methyl-1H-pyrrole-3-carboxylate